C(C#C)C(P(O)(O)=O)CC=C.CC1([C@H]([C@@H]1C1=NC(=NO1)C1=NC=CC=C1)C1=CC=C(C=C1)S(=O)(=O)N)C 4-{(1S,3S)-2,2-dimethyl-3-[3-(pyridin-2-yl)-1,2,4-oxadiazol-5-yl]cyclopropyl}benzenesulfonamide (2-propynyl)(2-propenyl)methylphosphonate